(β-aminoethyl) ether NCCOCCN